FC=1C=C(C=CC1OC1=CC=NC2=CC(=C(C=C12)OC)OC)NC(CC1=CC(=C(C=C1)Cl)C(F)(F)F)=O N-(3-fluoro-4-((6,7-dimethoxyquinolin-4-yl)oxy)phenyl)-2-(4-chloro-3-(trifluoromethyl)phenyl)acetamide